O=C1NC(CCC1C1NCC2=C(C=CC=C12)F)=O (2,6-dioxopiperidin-3-yl)-4-fluoroisoindoline